1-(4-((7-methoxy-4-((2-methoxy-5-(thiophen-3-yl)phenyl)amino)quinazolin-6-yl)oxy)piperidin-1-yl)prop-2-en-1-one COC1=C(C=C2C(=NC=NC2=C1)NC1=C(C=CC(=C1)C1=CSC=C1)OC)OC1CCN(CC1)C(C=C)=O